sulfanyl-5-chloro-3-(2-methoxyethyl)quinazolin-4-one SC1=NC2=CC=CC(=C2C(N1CCOC)=O)Cl